trans-4-(4-fluoro-Phenyl)-pyrrolidine-3-carboxylic acid FC1=CC=C(C=C1)[C@H]1[C@@H](CNC1)C(=O)O